bis-(4-amino-3-ethyl-cyclohexyl)-methane NC1C(CC(CC1)CC1CC(C(CC1)N)CC)CC